COC1=C(C(=C(N)C=C1C)C)C 4-methoxy-2,3,5-trimethylaniline